COC=1C(=C2C=CN(C2=C(C1)C)C(=O)OC(C)(C)C)CN1[C@@H](CC2(CCCO2)CC1)C1=CC=C(C=C1)C(=O)OC tert-butyl 5-methoxy-4-(((7S)-7-(4-(methoxycarbonyl)phenyl)-1-oxa-8-azaspiro[4.5]decan-8-yl)methyl)-7-methyl-1H-indole-1-carboxylate